tert-butyl (2R,5S)-5-(4-((2-fluoro-3-methyl-4-((1-methyl-1H-benzo[d]imidazol-5-yl)oxy)phenyl)amino)pyrido[3,2-d]pyrimidin-6-yl)-2-methylpiperidine-1-carboxylate FC1=C(C=CC(=C1C)OC1=CC2=C(N(C=N2)C)C=C1)NC=1C2=C(N=CN1)C=CC(=N2)[C@H]2CC[C@H](N(C2)C(=O)OC(C)(C)C)C